OC1=C(C=C(C(=C1)O)C(C)C)C(=O)N1CC2=CC=C(C=C2C1)CN1CCNCC1 (2,4-dihydroxy-5-isopropylphenyl)(5-(piperazin-1-ylmethyl)isoindolin-2-yl)methanone